NC=1C=C(C=CC1)CCN (m-aminophenyl)ethylamine